2-Ethyl 5-((4-chlorophenyl)thio)-1H-1,2,3-triazole-4-carboxylate ClC1=CC=C(C=C1)SC1=C(N=NN1)C(=O)OCC